BrC1=CSC2=C1NC(=C2C#N)C(=O)OC methyl 3-bromo-6-cyano-4H-thieno[3,2-b]pyrrole-5-carboxylate